2,4-Dimethoxy-[1,1-biphenyl]-3-sulfonyl chloride COC1=C(C=CC(=C1S(=O)(=O)Cl)OC)C1=CC=CC=C1